(6-methoxy-2-(2-methoxy-7-methylquinoxalin-5-yl)benzo[d]thiazol-4-yl)(1-methoxycyclobutyl)methanol COC1=CC2=C(N=C(S2)C2=C3N=CC(=NC3=CC(=C2)C)OC)C(=C1)C(O)C1(CCC1)OC